1-(4-bromo-2,6-dimethylphenyl)cyclopropane-1-ol BrC1=CC(=C(C(=C1)C)C1(CC1)O)C